ClC1=C(C(=O)OC)C=C(C(=C1)OC1COCC1)I methyl 2-chloro-5-iodo-4-((tetrahydrofuran-3-yl)oxy)benzoate